C(CCCCCCCCCCCCC)(=O)C([C@H](NC([C@@H](N)CCCCN)=O)C(=O)O)(C(=O)O)C(CCCCCCCCCCCCC)=O dimyristoyl-N-lysyl-aspartic acid